C(#N)C1(CC1)NS(=O)(=O)C1=CC=C2C3=C(NC2=C1)N=CN=C3N3C[C@@H](N(C[C@H]3C)C(=O)OC(C)(C)C)C tert-butyl (2S,5R)-4-(7-(N-(1-cyanocyclopropyl)sulfamoyl)-9H-pyrimido[4,5-b]indol-4-yl)-2,5-dimethylpiperazine-1-carboxylate